ClC=1C=C(C=C(C1)F)C(C)N1CCC(CC1)(F)COCC1=CC(=C(C(=O)OC)C=C1C1CC1)F Methyl 4-(((1-(1-(3-chloro-5-fluorophenyl) ethyl)-4-fluoropiperidin-4-yl) methoxy) methyl)-5-cyclopropyl-2-fluorobenzoate